Cl\C(=C/[C@@H]1C([C@@H]1C(=O)OCC1=C(C(=CC(=C1F)F)F)Br)(C)C)\C(F)(F)F 2-bromo-3,5,6-trifluorobenzyl (1RS)-cis-3-[(Z)-2-chloro-3,3,3-trifluoro-1-propenyl]-2,2-dimethylcyclopropanecarboxylate